2-[5-[5-(Tert-Butoxycarbonylamino)-4-cyano-1-isopropyl-pyrazol-3-yl]-2-pyridinyl]propionic acid lithium [Li].C(C)(C)(C)OC(=O)NC1=C(C(=NN1C(C)C)C=1C=CC(=NC1)C(C(=O)O)C)C#N